1-(2,6-dichlorobenzyl)-4-((3-fluoro-6-((5-methyl-1H-pyrazol-3-yl)amino)pyridin-2-yl)methyl)-piperidine-4-carboxylic acid ClC1=C(CN2CCC(CC2)(C(=O)O)CC2=NC(=CC=C2F)NC2=NNC(=C2)C)C(=CC=C1)Cl